2-(4-(tert-butyl)phenyl)-7-nitroquinazoline C(C)(C)(C)C1=CC=C(C=C1)C1=NC2=CC(=CC=C2C=N1)[N+](=O)[O-]